ClC1=C(C=CC=C1Cl)C(=O)C1=NC(=NC=C1)SC (2,3-dichlorophenyl)(2-(methylthio)pyrimidin-4-yl)methanone